CC1(CC1)[C@H]1CCC=2N=C3C=CC(=CC3=CC2C1)C(=O)N[C@H](CCN(C)C)C1=CC(=CC=C1)C(NC1CN(C1)C)=O (7S)-7-(1-methylcyclopropyl)-N-[(1R)-3-(dimethylamino)-1-[3-[(1-methylazetidin-3-yl)carbamoyl]phenyl]propyl]-5,6,7,8-tetrahydroacridine-2-carboxamide